(3R)-3-({[4-(aminomethyl)pyridin-3-yl]oxy}methyl)morpholine-4-carboxylic acid tert-butyl ester C(C)(C)(C)OC(=O)N1[C@H](COCC1)COC=1C=NC=CC1CN